CC(C(=O)N[C@H]1CN(CC12CC2)C)(COC2=NC=CC=C2C(F)(F)F)C (R)-2,2-dimethyl-N-(5-methyl-5-azaspiro[2.4]hept-7-yl)-3-((3-(trifluoromethyl)pyridin-2-yl)oxy)propanamide